C(C)(C)(C)N1N=C(C(=C1C)O)C1=CC(=CC(=C1)CC)CC 1-(tert-Butyl)-3-(3,5-diethylphenyl)-5-methyl-pyrazol-4-ol